2-Amino-1-(3-fluoro-5-hydroxy-2,6-dimethylphenyl)-5,6-dimethylpyrrolo[2,3-b]pyridine-3-carboxamide NC1=C(C=2C(=NC(=C(C2)C)C)N1C1=C(C(=CC(=C1C)O)F)C)C(=O)N